1-(4-((2-(3-cyanopiperidin-1-yl)-5-oxo-5,6-dihydropyrimido[4,5-d]pyridazin-4-yl)amino)phenyl)piperidine-4-carboxylic acid C(#N)C1CN(CCC1)C=1N=C(C2=C(C=NNC2=O)N1)NC1=CC=C(C=C1)N1CCC(CC1)C(=O)O